Ethyl 1-(2-Hydroxyethyl)-5-isopropyl-1H-pyrazole-4-carboxylate OCCN1N=CC(=C1C(C)C)C(=O)OCC